4-Methyl-2-(pyrimidin-2-yl)oxazole CC=1N=C(OC1)C1=NC=CC=N1